4-(8-fluoro-7-(8-fluoro-3-hydroxynaphthalen-1-yl)-2-(((S)-1-methylpyrrolidin-2-yl)methoxy)-5-(propynyl)pyrido[4,3-d]pyrimidin-4-yl)-6-methyl-1,4-oxazepin-6-ol FC1=C(N=C(C2=C1N=C(N=C2N2C=COCC(C2)(O)C)OC[C@H]2N(CCC2)C)C#CC)C2=CC(=CC1=CC=CC(=C21)F)O